FC(C1=NN=C(O1)C=1C=CC(=NC1)CN(C(=O)C1(CN(C1)C)F)C1=CC=CC=C1)F N-((5-(5-(difluoromethyl)-1,3,4-oxadiazol-2-yl)pyridin-2-yl)methyl)-3-fluoro-1-methyl-N-phenylazetidin-3-carboxamide